tert-butyl N-[3-methyl-5-[[2-[(2S,5R)-5-methyl-2-[4-(trifluoromethyl)phenyl]-1-piperidyl]-2-oxo-acetyl]amino]-2-pyridyl]carbamate CC=1C(=NC=C(C1)NC(C(=O)N1[C@@H](CC[C@H](C1)C)C1=CC=C(C=C1)C(F)(F)F)=O)NC(OC(C)(C)C)=O